(E)-2-((2,6-dimethyl-4-(methyl-d3)phenyl)imino)-9,10-dimethoxy-2,3,6,7-tetrahydro-4H-pyrimido[6,1-a]isoquinolin-4-one CC1=C(C(=CC(=C1)C([2H])([2H])[2H])C)\N=C/1\NC(N2C(C3=CC(=C(C=C3CC2)OC)OC)=C1)=O